4-(5-aminoisoindoline-2-carbonyl)-5-methoxy-6-methyl-1,3-phenylene bis(4-methylbenzenesulfonate) CC1=CC=C(C=C1)S(=O)(=O)OC1=CC(=C(C(=C1C)OC)C(=O)N1CC2=CC=C(C=C2C1)N)OS(=O)(=O)C1=CC=C(C=C1)C